BrC=1C=CC(=C2C(=NNC12)C#N)Cl 7-Bromo-4-chloro-1H-indazole-3-carbonitrile